9-methoxybenzofuro[3,2-b]pyridine COC1=CC=CC2=C1C1=NC=CC=C1O2